NC=1N=C(C2=C(N1)C=CN(C2=O)CC2=CC(=C(C=C2)C(=O)N2CCN(CC2)C)OC)NCCCC 2-amino-4-(butylamino)-6-(3-methoxy-4-(4-methylpiperazine-1-carbonyl)benzyl)pyrido[4,3-d]pyrimidin-5(6H)-one